1-{(2S)-2-[({4-[3-(3-ethylphenyl)-1H-pyrrolo[3,2-b]pyridin-2-yl]pyridin-3-yl}oxy)methyl]pyrrolidin-1-yl}prop-2-en-1-one C(C)C=1C=C(C=CC1)C1=C(NC=2C1=NC=CC2)C2=C(C=NC=C2)OC[C@H]2N(CCC2)C(C=C)=O